6-formyl-3-methyl-N-{5-[(1r,3s)-3-methyl-1-(4-methyl-1,2,4-triazol-3-yl)cyclobutyl]pyridin-3-yl}imidazo[1,2-a]pyridine-8-carboxamide C(=O)C=1C=C(C=2N(C1)C(=CN2)C)C(=O)NC=2C=NC=C(C2)C2(CC(C2)C)C2=NN=CN2C